N-(3-acetamidophenyl)-2-((4-fluoro-2-methylphenyl)-amino)-4-(trifluoromethyl)-benzamide C(C)(=O)NC=1C=C(C=CC1)NC(C1=C(C=C(C=C1)C(F)(F)F)NC1=C(C=C(C=C1)F)C)=O